NS(=O)(=O)C1C=CC(C(=O)O)=CC=1 P-Sulfamoylbenzoic acid